P(OC1=C(C=C(C(=C1)C)C1=CC(=C(C(=C1)C)O)C(C)(C)C)C(C)(C)C)(OC1=C(C=C(C(=C1)C)C1=CC(=C(C(=C1)C)O)C(C)(C)C)C(C)(C)C)OC1=C(C=C(C(=C1)C)C1=CC(=C(C(=C1)C)O)C(C)(C)C)C(C)(C)C tris[2-t-butyl-4-(3-t-butyl-4-hydroxy-5-methylphenyl)-5-methylphenyl] phosphite